3-amino-N-[(6R)-2-[(3S,4R)-3-amino-4-(difluoromethyl)pyrrolidin-1-yl]-5,6,7,8-tetrahydroquinazolin-6-yl]-6-methylthieno[2,3-b]pyridine-2-carboxamide NC1=C(SC2=NC(=CC=C21)C)C(=O)N[C@H]2CC=1C=NC(=NC1CC2)N2C[C@H]([C@@H](C2)C(F)F)N